IC=1C=C(C[C@H](N)C(=O)O)C=CC1 m-iodo-L-phenylalanine